(2S)-2-(2,4-dichlorophenyl)-10-methyl-2,3,7,8,9,10-hexahydro-[1,4]dioxino[2,3-h]isoquinoline ClC1=C(C=CC(=C1)Cl)[C@@H]1OC2=C(C=CC=3CCNC(C23)C)OC1